C(C1CO1)OC1=CC=C(C=C1)C(C1=CC=C(C=C1)OCC1CO1)C1=CC=C(C=C1)OCC1CO1 tris(4-glycidyloxyphenyl)methane